Cl.CNCC1CCOC2=C(C=CC=C12)C1=CC=C(C#N)C=C1 4-[4-(methylaminomethyl)chroman-8-yl]benzonitrile hydrochloride salt